tert-butyl (6-(4-(8-(tetrahydro-2H-pyran-4-yl)quinoxalin-2-yl)-1H-pyrazol-1-yl)hexyl)carbamate O1CCC(CC1)C=1C=CC=C2N=CC(=NC12)C=1C=NN(C1)CCCCCCNC(OC(C)(C)C)=O